O=C1NC(CC[C@@H]1N1C(C2=CC=C(C=C2C1)C1=NC(=CC2=CC=CC=C12)NC(C)=O)=O)=O (S)-N-(1-(2-(2,6-dioxopiperidin-3-yl)-1-oxoisoindolin-5-yl)isoquinolin-3-yl)acetamide